4-{5-[(1S,2S)-2-fluorocyclopropyl]-1,2,4-oxadiazol-3-yl}-N-[2-(4-isopropylpiperazin-1-yl)-6-methylphenyl]-4-methylpiperidine-1-carboxamide F[C@@H]1[C@@H](C1)C1=NC(=NO1)C1(CCN(CC1)C(=O)NC1=C(C=CC=C1C)N1CCN(CC1)C(C)C)C